4-[6-(5-cyano-2-methyl-phenyl)-3-hydroxy-pyridin-2-yl]-4-oxo-butyric acid ethyl ester C(C)OC(CCC(=O)C1=NC(=CC=C1O)C1=C(C=CC(=C1)C#N)C)=O